2-(benzyl(2-hydroxypropyl)amino)-1-(2-methoxypyridin-4-yl)ethan-1-one C(C1=CC=CC=C1)N(CC(=O)C1=CC(=NC=C1)OC)CC(C)O